BrCC=1C(=NC(=NC1C(C)C)N(S(=O)(=O)C)C)C1=CC=C(C=C1)F 5-Bromomethyl-4-(4-fluorophenyl)-6-isopropyl-2-[methyl-(methylsulfonyl)amino]pyrimidine